CC1(C(C(=CC2(CN(C2)CC2=NC=CN=C2C(F)(F)F)C1)C#N)=O)C 8,8-dimethyl-7-oxo-2-((3-(trifluoromethyl)pyrazin-2-yl)methyl)-2-azaspiro[3.5]non-5-ene-6-carbonitrile